4-(((6-cyclopropylimidazo[1,2-a]pyridin-2-yl)methyl)amino)-N,N-bis(2,4-dimethoxybenzyl)-2-nitrobenzenesulfonamide C1(CC1)C=1C=CC=2N(C1)C=C(N2)CNC2=CC(=C(C=C2)S(=O)(=O)N(CC2=C(C=C(C=C2)OC)OC)CC2=C(C=C(C=C2)OC)OC)[N+](=O)[O-]